ClC1=C(C=C(C=C1)C1=CC=C(C(=N1)N1CCC(CC1)C)C(=O)NS(=O)(=O)C=1C(NC=CC1)=O)OCC(C)C 6-(4-Chloro-3-isobutoxyphenyl)-2-(4-methyl-1-piperidyl)-N-[(2-oxo-1H-pyridin-3-yl)sulfonyl]pyridin-3-carboxamid